C(CCCCCCCCCC)[N+]1=CC=C(C=C1)C 1-undecyl-4-methylpyridinium